3,4-bis(diphenylphosphino)-thiophene C1(=CC=CC=C1)P(C1=CSC=C1P(C1=CC=CC=C1)C1=CC=CC=C1)C1=CC=CC=C1